OCC(C)(C)OC1=NC(=CC(=C1)C=1C=C(C=CC1C)NC(=O)N1CC(CC1)OC(F)(F)F)N1CCOCC1 N-(3-[2-[(1-hydroxy-2-methylpropan-2-yl)oxy]-6-(morpholin-4-yl)pyridin-4-yl]-4-methylphenyl)-3-(trifluoromethoxy)pyrrolidine-1-carboxamide